N-undecylpyrrolidinium triflate salt [O-]S(=O)(=O)C(F)(F)F.C(CCCCCCCCCC)[NH+]1CCCC1